FC=1C=C2C=NN(C2=C(C1/C=C/C(=O)NC=1C(=NC=C(C1C)F)C)F)C1OCCCC1 (2E)-3-[5,7-Difluoro-1-(oxan-2-yl)indazol-6-yl]-N-(5-fluoro-2,4-dimethyl-pyridin-3-yl)prop-2-enamide